2-((2-((4-(((4-(hexahydropyridin-3-ylamino)-2,3-dioxocyclobut-4-enyl)amino)methyl)phenyl)amino)-5-(trifluoromethyl)pyrimidin-4-yl)amino)-N-methylbenzamide N1CC(CCC1)NC=1C(C(C1NCC1=CC=C(C=C1)NC1=NC=C(C(=N1)NC1=C(C(=O)NC)C=CC=C1)C(F)(F)F)=O)=O